methyl(naphthalen-1-ylmethyl)amine CNCC1=CC=CC2=CC=CC=C12